diperoxydodecane-1,12-dioic acid C(CCCCCCCCCCC(=O)OO)(=O)OO